N7-(5-methyl-1H-pyrazol-3-yl)-N5-((3-exo)-8-(piperidin-4-ylmethyl)-8-azabicyclo[3.2.1]octan-3-yl)-1,6-naphthyridine-5,7-diamine CC1=CC(=NN1)NC=1N=C(C=2C=CC=NC2C1)NC1CC2CCC(C1)N2CC2CCNCC2